(1r,5R,7S)-spiro[adamantane-2,9'-fluorene] C1=CC=CC=2C3=CC=CC=C3C3(C12)C1CC2CC(CC3C2)C1